2-(4-fluorophenyl)-1-{5-[(1-methyl-1H-imidazol-2-yl)sulfonyl]-1H,2H,3H,4H,5H,6H-pyrrolo[3,4-c]pyrrol-2-yl}propan-1-one FC1=CC=C(C=C1)C(C(=O)N1CC=2CN(CC2C1)S(=O)(=O)C=1N(C=CN1)C)C